(1S,2S)-2-phenethoxycyclopropan-1-amine C(CC1=CC=CC=C1)O[C@@H]1[C@H](C1)N